N,N,N',N''-tetramethylolmelamine C(O)N(C1=NC(=NC(=N1)NCO)NCO)CO